carbazole imidazole salt N1C=NC=C1.C1=CC=CC=2C3=CC=CC=C3NC12